NC1CN(CC(C1(F)F)C)C1=C(C=C(C(=N1)NC=1C=C2C=C(C(N(C2=CC1)C)=O)OCC(=O)NC)Cl)C#N 2-((6-((6-(3-Amino-4,4-difluoro-5-methylpiperidin-1-yl)-3-chloro-5-cyanopyridin-2-yl)amino)-1-methyl-2-oxo-1,2-dihydroquinolin-3-yl)oxy)-N-methylacetamide